2,3-difluoro-4-cyclopentyloxybromobenzene FC1=C(C=CC(=C1F)OC1CCCC1)Br